cholestanol C[C@H](CCCC(C)C)[C@H]1CC[C@@H]2[C@@]1(CC[C@H]3[C@H]2CC[C@@H]4[C@@]3(CC[C@@H](C4)O)C)C